C1=CC=C(C=2OC3=CC=CC=C3SC12)B(O)O PHENOXATHIIN-4-BORONIC ACID